C(C)(=O)OC=1C=CC=C2NC=C(CCN(CCC)CC)C12 4-acetoxy-ethylpropyltryptamine